CN(CC(C1=NC(=CC=C1)OCC(F)(F)F)NC(=O)NC1CC2(C1)CCC2)C 1-{2-Dimethylamino-1-[6-(2,2,2-trifluoro-ethoxy)-pyridin-2-yl]-ethyl}-3-spiro[3.3]hept-2-yl-urea